9,9-bis[9-(2-hydroxyethoxy)-3-phenanthryl]-3,6-diphenylfluorene OCCOC=1C2=CC=CC=C2C=2C=C(C=CC2C1)C1(C2=CC=C(C=C2C=2C=C(C=CC12)C1=CC=CC=C1)C1=CC=CC=C1)C=1C=CC=2C=C(C3=CC=CC=C3C2C1)OCCO